N-(deutero)methyl-1H-indazole-3-carboxamide [2H]CNC(=O)C1=NNC2=CC=CC=C12